(S)-2-amino-N-(14-amino-2,5,8,11,14-pentaoxo-3,6,9,12-tetraazatetradecyl)-3-(perfluorophenyl)propenamide NC(C(=O)NCC(NCC(NCC(NCC(NCC(=O)N)=O)=O)=O)=O)=CC1=C(C(=C(C(=C1F)F)F)F)F